((6-(6-(tert-butyl)-2-((4-(4-(4-methylpiperazin-1-yl)piperidin-1-yl)phenyl)amino)-7H-pyrrolo[2,3-d]pyrimidin-7-yl)pyridin-2-yl)imino)dimethyl-λ6-sulfanone C(C)(C)(C)C1=CC2=C(N=C(N=C2)NC2=CC=C(C=C2)N2CCC(CC2)N2CCN(CC2)C)N1C1=CC=CC(=N1)N=S(=O)(C)C